COC1=NC(=CC=C1C1=C(C=C(OC2=C(N=NN2)C(=O)O)C=C1)OC)OC 5-(4-(2,6-dimethoxypyridin-3-yl)-3-methoxyphenoxy)-1H-1,2,3-triazole-4-carboxylic acid